C1(CC1)C1=NN=C2N1C=CC(=C2C)C(C(C(=O)OCC2=CC=CC=C2)(C)C)C2=CC(=C(C=C2)C)CO Benzyl 3-(3-cyclopropyl-8-methyl-[1,2,4]triazolo[4,3-a]pyridin-7-yl)-3-(3-(hydroxymethyl)-4-methylphenyl)-2,2-dimethylpropanoate